CO[Si](CCC[SiH](C(OC)OC)CCCOCC1CO1)(OC)OC 3-(trimethoxysilyl)propyl-3-glycidoxypropyl-(dimethoxy)methylsilane